4-((4-(2-(3-Chlorobenzyl)-5-methyloxazol-4-yl)benzyl)oxy)-N,N-dimethylbenzamide ClC=1C=C(CC=2OC(=C(N2)C2=CC=C(COC3=CC=C(C(=O)N(C)C)C=C3)C=C2)C)C=CC1